FC=1C(=NC(=NC1)N[C@H]1[C@@H](COCC1)O)C=1C=C2C(=C(C=NC2=CC1)CN1CCOCC1)C(C)C (3S,4R)-4-((5-fluoro-4-(4-isopropyl-3-(morpholinomethyl)quinolin-6-yl)pyrimidin-2-yl)amino)tetrahydro-2H-pyran-3-ol